racemic-tetra(N-methyl-4-pyridyl)tetrachloroporphine CN1CC=C(C=C1)C=1C2=C(C3=C(C(=C(N3C3=CCN(C=C3)C)C(=C3C=CC(C(=C4C=CC(=C(C(C1)=N2)Cl)N4)Cl)=N3)Cl)C3=CCN(C=C3)C)C3=CCN(C=C3)C)Cl